CC1=C(C=C(C=C1)[C@@H]1CC(=NO1)OC=1C=NC=CC1)OC1=CC(=CC=C1)C(F)(F)F (5S)-5-[4-methyl-3-[3-(trifluoromethyl)phenoxy]phenyl]-3-(3-pyridyloxy)-4,5-dihydroisoxazole